tri-(2-ethylhexyl)borate C(C)C(COB(OCC(CCCC)CC)OCC(CCCC)CC)CCCC